C(C)NC(NC1=NC=CC(=C1)CN1CCN(CC1)C=1C=CC(=NC1C)C(=O)NC1COC1)=O 5-(4-((2-(3-ethylureido)pyridin-4-yl)methyl)piperazin-1-yl)-6-methyl-N-(oxetan-3-yl)picolinamide